FC(C1=NC(=CC(=C1)CNC(=O)C1C2OC3=C(C21)C=C(C=C3)F)C(F)F)F exo-N-{[2,6-bis(difluoromethyl)pyridin-4-yl]methyl}-5-fluoro-1a,6b-dihydro-1H-cyclopropa[b][1]benzofuran-1-carboxamide